(R)-N-(3-cyclopropylbenzyl)-2-(9-(pyridin-2-yl)-6-oxaspiro[4.5]decan-9-yl)ethylamine C1(CC1)C=1C=C(CNCC[C@]2(CCOC3(CCCC3)C2)C2=NC=CC=C2)C=CC1